CC(CC#C)O pent-4-yn-2-ol